(R)-1-(3-((4-(2-hydroxy-4-(trifluoromethyl)phenyl)phthalazin-1-yl)amino)piperidin-1-yl)ethan-1-one OC1=C(C=CC(=C1)C(F)(F)F)C1=NN=C(C2=CC=CC=C12)N[C@H]1CN(CCC1)C(C)=O